(e)-2-methylalanine CC(N)(C)C(=O)O